1-(4-{[4-(3-methylpyrrolidin-1-yl)-5-(trifluoromethyl)pyrimidin-2-yl]amino}phenyl)pyrrolidin-3-ol CC1CN(CC1)C1=NC(=NC=C1C(F)(F)F)NC1=CC=C(C=C1)N1CC(CC1)O